bis(mercaptomethyl) thioether SCSCS